FC1=C(CN2C(N(N=C2)C2=CC(=C(C=C2)OC=2C(=NN(C2C)CCO)C)F)=O)C(=CC=C1)F 4-(2,6-Difluorobenzyl)-2-(3-fluoro-4-((1-(2-hydroxyethyl)-3,5-dimethyl-1H-pyrazol-4-yl)oxy)phenyl)-2,4-dihydro-3H-1,2,4-triazol-3-one